C(C)(C)(C)[C@@H]1CC=2C=C(C(=NC2C=2N1C=C(C(C2)=O)C(=O)O)C(C)C)OCCCOC (S)-6-(tert-butyl)-2-isopropyl-3-(3-methoxypropoxy)-10-oxo-5,10-dihydro-6H-pyrido[1,2-H][1,7]naphthyridine-9-carboxylic acid